CC1=C(C=CC=C1C)C1=C(C=C2C(=N1)C(=NN2)C=2C=NN(C2)C2CCN(CC2)C(C)=O)OC (4-(4-(5-(2,3-dimethylphenyl)-6-methoxy-1H-pyrazolo[4,3-b]pyridin-3-yl)-1H-pyrazol-1-yl)piperidin-1-yl)ethan-1-one